tricyclo[4.4.0.12,5]-3-undecene C12C3C=CC(C2CCCC1)C3